C[C@@H]1N(CCNC1)C=1N=C(C2=C(N1)C=CC=N2)N [(2S)-2-methylpiperazin-1-yl]pyrido[3,2-d]pyrimidin-4-amine